O(C1=CC=CC=C1)C1=CC=C(C=C1)C1=NN(C2=NC=NC(=C21)N)[C@H]2CN(CCC2)S(=O)(=O)C(F)(F)F (R)-3-(4-phenoxyphenyl)-1-(1-((trifluoromethyl)sulfonyl)piperidin-3-yl)-1H-pyrazolo[3,4-d]pyrimidine-4-amine